O=S1(N(CC(N1)=O)C1=C(C=C(CNC2=CC=CC(=N2)C#N)C=C1O)F)=O 6-((4-(1,1-dioxido-4-oxo-1,2,5-thiadiazolidin-2-yl)-3-fluoro-5-hydroxybenzyl)amino)picolinonitrile